tert-butyl (2S,6S)-4-[8-fluoro-2-(7-fluoro-2-methylindazol-5-yl)quinolin-6-yl]-2,6-dimethylpiperazine-1-carboxylate FC=1C=C(C=C2C=CC(=NC12)C1=CC2=CN(N=C2C(=C1)F)C)N1C[C@@H](N([C@H](C1)C)C(=O)OC(C)(C)C)C